2-ISOPROPOXYPROPANOIC ACID C(C)(C)OC(C(=O)O)C